2-(2-(3,6-dihydro-2H-pyran-4-yl)-5-(2-hydroxyethyl)-7-oxo-6-(piperazin-1-yl)-[1,2,4]triazolo[1,5-a]pyrimidin-4(7H)-yl)-N-(2-methyl-4-(trifluoromethyl)phenyl)acetamide O1CCC(=CC1)C1=NN2C(N(C(=C(C2=O)N2CCNCC2)CCO)CC(=O)NC2=C(C=C(C=C2)C(F)(F)F)C)=N1